N1=CN(CC12CCCCC2)C[C@@H]2[C@@H]([C@H]([C@H]([C@H](O2)CO)O)N2N=NC(=C2)C2=C(C(=C(C=C2)C)F)F)OC (2R,3R,4S,5R,6R)-6-((1,3-Diazaspiro[4.5]dec-1-en-3-yl)methyl)-4-(4-(2,3-difluoro-4-methylphenyl)-1H-1,2,3-triazol-1-yl)-2-(hydroxymethyl)-5-methoxytetrahydro-2H-pyran-3-ol